ClC1=C(C(=C(C=C1OC)OC)Cl)C1=NC(=C2C=C(N=CC2=C1)N[C@H]1[C@H](COC1)NC(C=C)=O)NCC=1C=NN(C1)C N-((3R,4S)-4-((7-(2,6-dichloro-3,5-dimethoxyphenyl)-5-(((1-methyl-1H-pyrazol-4-yl)methyl)amino)-2,6-naphthyridin-3-yl)amino)tetrahydrofuran-3-yl)acrylamide